5-(difluoromethyl)-3-phenyl-1,3,4-oxadiazole FC(C1=NN(CO1)C1=CC=CC=C1)F